4-(1-(2-(2-bromophenyl)acetyl)-2,3-dihydro-1H-pyrrolo[2,3-c]pyridin-4-yl)benzonitrile BrC1=C(C=CC=C1)CC(=O)N1CCC=2C1=CN=CC2C2=CC=C(C#N)C=C2